FC=1C=CC=C2CO[C@H](C12)CNC (R)-1-(7-fluoro-1,3-dihydroisobenzofuran-1-yl)-N-methyl-methylamine